(tertbutyl) 3-methyl 5-(2-bromo-6-chloropyridin-4-yl)piperazine-1,3-dicarboxylate BrC1=NC(=CC(=C1)C1NC(CN(C1)C(=O)OC(C)(C)C)C(=O)OC)Cl